OC1CCC2(CN(C2=O)CC2=CC=C(C=C2)OC)CC1 7-Hydroxy-2-(4-Methoxybenzyl)-2-Azaspiro[3.5]Nonan-1-One